BrC=1C=C2C3(CN(C(C2=CC1)=O)CC(=O)NC1=NC=C2C(=N1)N(N=C2C(F)(F)F)C2OCCCC2)CC3 2-(6'-bromo-1'-oxo-1'H-spiro[cyclopropane-1,4'-isoquinoline]-2'(3'H)-yl)-N-(1-(tetrahydro-2H-pyran-2-yl)-3-(trifluoromethyl)-1H-pyrazolo[3,4-d]pyrimidin-6-yl)acetamide